4-(4-cyanophenyl)-3-trifluoromethyl-1,2,4-triazol-5-one C(#N)C1=CC=C(C=C1)N1C(=NNC1=O)C(F)(F)F